CC=1C=CC=2C(C3=CC=C(C=C3OC2C1)C)NC(=O)C=1C(NC(=CC1)C(C)C)=O N-(3,6-dimethyl-9H-xanthen-9-yl)-6-isopropyl-2-oxo-1,2-dihydropyridine-3-carboxamide